3-(5-(difluoro-methoxy)pyridin-2-yl)-N-(3-isopropyl-pyridin-2-yl)-1,2,4-thiadiazol-5-amine FC(OC=1C=CC(=NC1)C1=NSC(=N1)NC1=NC=CC=C1C(C)C)F